2-chloro-3-((4-pyridinyl)methoxy)pyridine ClC1=NC=CC=C1OCC1=CC=NC=C1